O=CCC#N (E)-3-oxopropanenitrile